P(O)(O)O.C1(=CC=CC=C1)P(C1=CC=CC=C1)C1=CC=CC=C1.C1(=CC=CC=C1)P(C1=CC=CC=C1)C1=CC=CC=C1 bis(triphenylphosphine) phosphite